NC1=C2C(=NC=N1)N(N=C2C#CC2=C(C(=CC(=C2)OC)OC)F)[C@H]2C[C@@H](N(C2)C(C=C)=O)COC 1-((2R,4S)-4-(4-amino-3-((2-fluoro-3,5-dimethoxyphenyl)ethynyl)-1H-pyrazolo[3,4-d]pyrimidin-1-yl)-2-(methoxymethyl)pyrrolidin-1-yl)prop-2-en-1-one